[GeH2]1C=CC2=C1C=CC=C2 benzogermol